4-diphenylphosphonobutyl-(diphenyl)phosphine C1(=CC=CC=C1)OP(=O)(OC1=CC=CC=C1)CCCCP(C1=CC=CC=C1)C1=CC=CC=C1